Chloroformic acid (4-chlorophenyl) ester ClC1=CC=C(C=C1)OC(=O)Cl